COC(C1=C(C=CC(=C1)OCC(=O)NC12CC(C1)(C2)NC(COC2=CC(=C(C=C2)Cl)F)=O)Cl)=O 2-chloro-5-[2-({3-[2-(4-chloro-3-fluorophenoxy)acetylamino]-bicyclo[1.1.1]pentan-1-yl}amino)-2-oxoethoxy]benzoic acid methyl ester